FC=1C=C2C(C=C(OC2=C(C1)F)C(=O)NCC1(CCCCC1)O)=O 6,8-difluoro-N-[(1-hydroxycyclohexyl)methyl]-4-oxo-chromene-carboxamide